6-isopropenyl-2-oxo-1,8-naphthyridine-3-carboxamide C(=C)(C)C=1C=C2C=C(C(NC2=NC1)=O)C(=O)N